[Na+].[Na+].P([O-])(=O)(OP(=O)([O-])O)OC[C@@H]1[C@H]([C@H]([C@@H](O1)N1C(=O)NC(=O)C=C1)O)O uridine-5'-diphosphate disodium salt